(4-(difluoromethyl)-1-methyl-1H-imidazol-2-yl)benzonitrile FC(C=1N=C(N(C1)C)C1=C(C#N)C=CC=C1)F